(S)-tert-butyl (2-hydroxy-3-{5-methyl-6-((1-methyl-1H-pyrazol-5-yl)methoxy)-3,4-dihydroisoquinolin-2(1H)-yl}propyl)carbamate O[C@@H](CNC(OC(C)(C)C)=O)CN1CC2=CC=C(C(=C2CC1)C)OCC1=CC=NN1C